C(C)(C)(C)OC(CP(=O)(OC)OC)=O dimethoxyphosphorylacetic acid tert-butyl ester